tert-butyl N-[(1S)-1-indan-2-yl-2-[4-(3-methylimidazol-4-yl)anilino]-2-oxo-ethyl]carbamate C1C(CC2=CC=CC=C12)[C@@H](C(=O)NC1=CC=C(C=C1)C=1N(C=NC1)C)NC(OC(C)(C)C)=O